N-(5-(1-benzyl-1H-benzo[d]imidazol-2-yl)-1H-pyrazol-3-yl)-4-((1-methylpiperidin-4-yl)amino)benzamide C(C1=CC=CC=C1)N1C(=NC2=C1C=CC=C2)C2=CC(=NN2)NC(C2=CC=C(C=C2)NC2CCN(CC2)C)=O